8-methoxy-3-methyl-1,2,3,4,5,6-hexahydroazepino[4,5-b]indole COC=1C=CC=2C3=C(NC2C1)CCN(CC3)C